C(C=C)(=O)N1CCN(CC1)C1=NC(N2C3=C(C(=C(C=C13)C(F)(F)F)C1=CC=C(C3=C1NC(S3)=O)F)SCC2COC)=O 7-(4-acryloylpiperazin-1-yl)-10-(7-fluoro-2-oxo-2,3-dihydrobenzo[d]thiazol-4-yl)-3-(methoxymethyl)-9-(trifluoromethyl)-2,3-dihydro-5H-[1,4]thiazino[2,3,4-ij]quinazolin-5-one